FC1=C(C=CC(=C1)N1N=C(C=C1C)C(F)(F)F)CO (2-Fluoro-4-(5-methyl-3-(trifluoromethyl)-1H-pyrazol-1-yl)phenyl)methanol